1-((1S,3S)-3-butyl-6-methoxy-1-(quinolin-6-yl)-3,4-dihydroisoquinolin-2(1H)-yl)prop-2-yn-1-one C(CCC)[C@@H]1N([C@H](C2=CC=C(C=C2C1)OC)C=1C=C2C=CC=NC2=CC1)C(C#C)=O